4-(((4-(1H-1,2,4-triazol-1-yl)phenyl)sulfonyl)difluoro-methyl)-N-(pyridazin-4-yl)piperidine N1(N=CN=C1)C1=CC=C(C=C1)S(=O)(=O)C(C1CCN(CC1)C1=CN=NC=C1)(F)F